ClC1=CC(=C(C=C1Cl)C(C1CCN(CC1)C([C@H](C)NC(OC(C)(C)C)=O)=O)NS(=O)C(C)(C)C)O tert-butyl ((2S)-1-(4-((4,5-dichloro-2-hydroxyphenyl)(1,1-dimethylethylsulfinamido)methyl)piperidin-1-yl)-1-oxopropan-2-yl)carbamate